dipropenyl-amine C(=CC)NC=CC